C(=C)NC(=O)OCC vinyl-urethane